methyl 4-hydroxythieno[2,3-c]pyridine-5-carboxylate OC1=C2C(=CN=C1C(=O)OC)SC=C2